(4-chlorophenyl)Sulfonium ClC1=CC=C(C=C1)[SH2+]